((Hex-4-yn-1-yloxy)methyl)benzene C(CCC#CC)OCC1=CC=CC=C1